[Br-].C(C)(C)[N+]=1C=C(N2C1C=CC=C2)C(C)C 1,3-diisopropylimidazo[1,2-a]pyridin-1-ium bromide